C(#N)C1=CC=C(C=C1)C(C(=O)OC)CO methyl 2-(4-cyanophenyl)-3-hydroxypropionate